FC1=C(C(=CC=2CC(CCC12)NCCC(C)C)O)N1CC(NS1(=O)=O)=O 5-{1-fluoro-3-hydroxy-6-[(3-methylbutyl)amino]-5,6,7,8-tetrahydronaphthalen-2-yl}-1λ6,2,5-thiadiazolidine-1,1,3-trione